racemic-N-(3,5-dichloro-4-(3-isopropyl-4-methoxyphenoxy)phenyl)-2-(1-(methylsulfonyl)piperidin-3-yl)acetamide ClC=1C=C(C=C(C1OC1=CC(=C(C=C1)OC)C(C)C)Cl)NC(C[C@@H]1CN(CCC1)S(=O)(=O)C)=O |r|